6-(2-(5,6-dihydro-4H-pyrrolo[1,2-b]pyrazol-2-yl)cyclobutyl)-4-oxo-1-((S)-1-(6-(trifluoromethyl)pyridin-3-yl)ethyl)-4,5-dihydro-1H-pyrazolo[3,4-d]pyrimidine-3-carbonitrile N=1N2C(=CC1C1C(CC1)C=1NC(C3=C(N1)N(N=C3C#N)[C@@H](C)C=3C=NC(=CC3)C(F)(F)F)=O)CCC2